azaspiro[2.6]nonan N1CC12CCCCCC2